C=1COC=CC=CC=2C1C1=CC3=CC=CC=C3C1=CC2 fluoreno-[1,2-d]oxonine